NCC=1C(=C(C=CC1)C1=CC(=CC=2C=C(OC21)COC2=C(C=CC=C2)CC(=O)O)COC2=C(C=CC=C2)CC(=O)O)F 2,2'-((((7-(3-(aminomethyl)-2-fluorophenyl)benzofuran-2,5-diyl)bis(methylene))bis(oxy))bis(2,1-phenylene))diacetic acid